1-methyl-1,2,3,4-tetrahydroisoquinolin-7-ol CC1NCCC2=CC=C(C=C12)O